C1(CC1)NC(C)C=1C=C(C=C(C1)C(F)(F)F)NC1=NC=C(C(=N1)NC=1C=CC2=C(NC(O2)=O)C1)C 5-(2-(3-(1-(cyclopropylamino)ethyl)-5-(trifluoromethyl)phenylamino)-5-methylpyrimidin-4-ylamino)benzo[d]oxazol-2(3H)-one